5-(1-((3-ethyl-2,4-dioxo-1,2,3,4-tetrahydrothieno[3,2-d]pyrimidin-6-yl)methyl)-4-fluoropiperidin-4-yl)-N,6-dimethylpicolinamide C(C)N1C(NC2=C(C1=O)SC(=C2)CN2CCC(CC2)(F)C=2C=CC(=NC2C)C(=O)NC)=O